C(CCC)N1[C@@H]2CCC3=C([C@H]2C=2C=C(C(=CC2C1)O)Cl)C=C(C(=C3)O)O (6aR,12bS)-(+)-N-butyl-2-chloro-3,10,11-trihydroxy-5,6,6a,7,8,12b-hexahydrobenzo[a]phenanthridine